N-(aminoethyl)-gamma-aminopropyl-methyltrimethoxysilane NCCNCCCCO[Si](OC)(OC)C